2-chloropyridin-4-amine ClC1=NC=CC(=C1)N